1-methoxy-N-((6-(trifluoromethyl)imidazolo[1,2-a]pyridin-2-yl)methyl)propan-2-amine COCC(C)NCC=1N=C2N(C=C(C=C2)C(F)(F)F)C1